N=1NCNC1 2,4-dihydro-1,2,4-triazole